(2S,3S)-ethyl 3-((2-(3-chloro-5H-pyrrolo[2,3-b]pyrazin-7-yl)-5-fluoro-6-(5-methylthiophen-2-yl)pyrimidin-4-yl)amino)bicyclo[2.2.2]octane-2-carboxylate ClC1=CN=C2C(=N1)NC=C2C2=NC(=C(C(=N2)N[C@@H]2[C@H](C1CCC2CC1)C(=O)OCC)F)C=1SC(=CC1)C